4-bromo-3-ethyl-phenol BrC1=C(C=C(C=C1)O)CC